(3R)-3-hydroxyaspartate O[C@H]([C@H](N)C(=O)[O-])C(=O)[O-]